ethyl (2S)-2-fluoro-2-[[(2S,5R)-3-methyl-7-oxo-2-(2-sulfamoylethylcarbamoyl)-1,6-diazabicyclo[3.2.1]oct-3-en-6-yl]oxy]acetate F[C@@H](C(=O)OCC)ON1[C@@H]2C=C([C@H](N(C1=O)C2)C(NCCS(N)(=O)=O)=O)C